ClC=1C(=C(C=CC1)C1(CCC1)CN1[C@@H](C[C@@](CC1)(C(=O)O)CC1=NC(=CC=C1F)NC1=NNC(=C1)C)C)F (2R,4R)-1-((1-(3-chloro-2-fluoro-phenyl)cyclobutyl)methyl)-4-((3-fluoro-6-((5-methyl-1H-pyrazol-3-yl)amino)pyridin-2-yl)methyl)-2-methylpiperidine-4-carboxylic acid